O=C1NC(CC[C@@H]1N1C(C2=CC=C(C=C2C1)N1CCNCC1)=O)=O (2-((S)-2,6-dioxopiperidin-3-yl)-1-oxoisoindolin-5-yl)piperazin